BrC=1C=CC(=NC1)C(CC(F)(F)F)O 1-(5-bromopyridin-2-yl)-3,3,3-trifluoropropan-1-ol